9-METHOXYTETRAZOLO[1,5-A]QUINOLINE-4-CARBOXAMIDE COC=1C=CC=C2C=C(C=3N(C12)N=NN3)C(=O)N